2-phenyl-7-(piperazin-1-yl)-4H-pyrido[1,2-a]pyrimidin-4-one C1(=CC=CC=C1)C=1N=C2N(C(C1)=O)C=C(C=C2)N2CCNCC2